6-(1-(difluoromethyl)-1H-pyrazol-4-yl)-4-(6-(6-((5-(methylthio)pyridin-2-yl)methyl)-3,6-diazabicyclo[3.1.1]heptan-3-yl)pyridin-3-yl)pyrazolo[1,5-a]pyridine-3-carbonitrile FC(N1N=CC(=C1)C=1C=C(C=2N(C1)N=CC2C#N)C=2C=NC(=CC2)N2CC1N(C(C2)C1)CC1=NC=C(C=C1)SC)F